Cl.NC1=NC=CC(=C1Cl)SC1=CN=C(N=N1)N1CCC2(CC1)[C@@H](C1=CC=CC=C1C2)N (S)-1'-(6-((2-amino-3-chloropyridin-4-yl)thio)-1,2,4-triazin-3-yl)-1,3-dihydrospiro[indene-2,4'-piperidin]-1-amine hydrochloride